FC(C1=CC=C(OC2=C3CCN(CC3=CC=C2)C(CCS(=O)(=O)C(F)(F)F)=O)C=C1)(F)F 1-(5-(4-(trifluorometh-yl)phenoxy)-3,4-dihydro-isoquinolin-2(1H)-yl)-3-((trifluoromethyl)sulfonyl)propan-1-one